2-[1-[5-[[(3R)-2,6-dioxo-3-piperidyl]amino]-3-fluoro-2-pyridinyl]-4-hydroxy-4-piperidyl]acetic acid tert-butyl ester C(C)(C)(C)OC(CC1(CCN(CC1)C1=NC=C(C=C1F)N[C@H]1C(NC(CC1)=O)=O)O)=O